4-(2-hydroxyethyl)-1,3-dimethyl-1H-pyrazol-5-ol OCCC=1C(=NN(C1O)C)C